2-(1,1,1-trifluoro-4-hydroxybutan-2-yl)isoindoline-1,3-dione FC(C(CCO)N1C(C2=CC=CC=C2C1=O)=O)(F)F